C(C)(=O)OCCC=1C=NC(=CC1)C#N (6-cyano-pyridine-3-yl)-ethyl acetate